ClC1=C(C=CC=C1)[C@H]1CC[C@H](N1C(=O)C=1C=C(C=CC1)C1=CC(=CC=C1)OC)C(=O)O (2S,5R)-5-(2-chlorophenyl)-1-(3'-methoxy-[1,1'-biphenyl]-3-carbonyl)pyrrolidine-2-carboxylic acid